3-(2-(1-methyl-1H-pyrazol-5-yl)-3-((2-(trimethylsilyl)ethoxy)methyl)-3H-imidazo[4,5-b]pyridin-6-yl)cyclopent-2-en-1-one CN1N=CC=C1C1=NC=2C(=NC=C(C2)C2=CC(CC2)=O)N1COCC[Si](C)(C)C